[NH4+].P(=O)(OCCN(CN1CC=NC=C1)C(CCCCCCCCC1=CC=C(C=C1)CCC)=O)(O)O 2-{[9-(4-Propylphenyl)nonanoyl](pyrazin-4-ylmethyl)amino}ethyl dihydrogen phosphate ammonium salt